ClC1=CC=C(C=C1)[C@H]([C@@H](C(=O)OCC=C)C)N1C(C2=C(C=C(C=C2C1=O)[C@](CC)(C1CCOCC1)O)F)(O)C1=CC=C(C=C1)Cl Prop-2-en-1-yl (2S,3S)-3-(4-chlorophenyl)-3-[(11R)-1-(4-chlorophenyl)-7-fluoro-1-hydroxy-5-[(1S)-1-hydroxy-1-(oxan-4-yl)propyl]-3-oxo-2,3-dihydro-1H-isoindol-2-yl]-2-methylpropanoate